4-hydroxy-3-(spiro[benzo[c]fluorene-7,9'-fluorene]-5-yl)-3-penten-2-one OC(=C(C(C)=O)C1=CC2=C(C3=C1C=CC=C3)C=3C=CC=CC3C23C2=CC=CC=C2C=2C=CC=CC32)C